2,4-dimethylbenzo[1,3]dioxole-5-carboxylate CC1OC2=C(O1)C=CC(=C2C)C(=O)[O-]